2-(2-chloro-5-methoxyphenyl)acetic acid ClC1=C(C=C(C=C1)OC)CC(=O)O